CN(CCN1N=C(C=2C1=NC=NC2N)C2=CC=C(C=C2)OC2=CC=CC=C2)C2=C(C(=C(C(=C2SC)F)F)F)F 1-(2-(methyl(2,3,4,5-tetrafluoro-6-(methylthio)phenyl)amino)ethyl)-3-(4-phenoxyphenyl)-1H-pyrazolo[3,4-d]pyrimidin-4-amine